1-(4,5-dichloro-1H-imidazol-2-yl)methanamine ClC=1N=C(NC1Cl)CN